CC(C(=O)O)(C)NC(=O)C1=CN(C2=CC=CC=C12)CC1=NC=CC=C1 methyl-2-[1-(pyridin-2-ylmethyl)-1H-indole-3-carboxamido]propionic acid